3,4,5-tris(octadecyloxy)benzoyl-piperazine C(CCCCCCCCCCCCCCCCC)OC=1C=C(C(=O)N2CCNCC2)C=C(C1OCCCCCCCCCCCCCCCCCC)OCCCCCCCCCCCCCCCCCC